ClC=1C=C2C(=NC1)C1(C(O2)(C(C(C1O)C(=O)N(C)C)C1=CC=CC=C1)C1=CC=C(C=C1)Cl)O 3-chloro-5a-(4-chlorophenyl)-8,8a-dihydroxy-N,N-dimethyl-6-phenyl-5a,7,8,8a-tetrahydro-6H-cyclopenta[4,5]furo[3,2-b]pyridine-7-carboxamide